CNCCC[Si](OC)(OC)OC Methylaminopropyltrimethoxysilan